C(C)OC(C(\C=C(/C)\OC)=O)=O (E)-4-methoxy-2-oxo-pent-3-enoic acid ethyl ester